B([O-])([O-])[O-].C(CCCCCCC)C(C(=O)O)C(=O)O.[Li+].[Li+].[Li+] lithium octyl-(malonic acid) borate